phenyl-allyl-dipropyl-ammonium hydroxide [OH-].C1(=CC=CC=C1)[N+](CCC)(CCC)CC=C